(1-bromonaphthalen-2-yl)-N,N'-bis(4-methylphenyl)phosphoric acid diamide BrC1=C(C=CC2=CC=CC=C12)N(P(NC1=CC=C(C=C1)C)(O)=O)C1=CC=C(C=C1)C